NCCNCCN 2-amino-1-(2-aminoethylamino)ethane